tert-butyl 2-[1-(2-fluorophenyl)-1-hydroxymethyl]azetidine-1-carboxylate FC1=C(C=CC=C1)C(O)C1N(CC1)C(=O)OC(C)(C)C